(1S,2R,4R)-7-oxabicyclo[2.2.1]heptan-2-amine [C@@H]12[C@@H](C[C@@H](CC1)O2)N